C1(CC12CCNCC2)C(=O)[O-] 6-aza-spiro[2.5]octan-1-carboxylate